pyridazine-3(2H)one N=1NC(C=CC1)=O